COC(C1=C(C=CC=C1)[N+](=O)[O-])=O methyl-2-nitrobenzoate